C12(CC3CC(CC(C1)C3)C2)NCC=2N=C(SC2)CNC=2C=CC3=C(C(=CO3)C3C(NC(CC3)=O)=O)C2 3-(5-(((4-(((adamantan-1-yl)amino)methyl)thiazol-2-yl)methyl)amino)benzofuran-3-yl)piperidine-2,6-dione